C=1(C(=CC=CC1)C(=O)C(C(C(=O)O)(O)C(=O)C=1C(=CC=CC1)C)(O)C(=O)O)C (+)-ditoluoyl-tartaric acid